N[C@@H](C(=O)OC1CC1)CNC(=O)C1=CC2=NC=CC(=C2S1)C cyclopropyl (R)-2-amino-3-(7-methylthieno[3,2-b]pyridine-2-carboxamido)propanoate